(4aS,5aR)-5,5-difluoro-N-(1-((S)-(1-(2-fluoropyridin-4-yl)azetidin-3-yl)(phenyl)methyl)-1H-pyrazol-4-yl)-5a-methyl-1,4,4a,5,5a,6-hexahydrocyclopropa[f]indazole FC1([C@H]2CC=3C=NN(C3C[C@]21C)C=2C=NN(C2)[C@H](C2=CC=CC=C2)C2CN(C2)C2=CC(=NC=C2)F)F